tertbutyl N-(tert-butoxycarbonyl)-N-(4-{[5-(5-chloroindol-1-yl)pyridin-3-yl]methyl}-3-fluoropyridin-2-yl)carbamate C(C)(C)(C)OC(=O)N(C(OC(C)(C)C)=O)C1=NC=CC(=C1F)CC=1C=NC=C(C1)N1C=CC2=CC(=CC=C12)Cl